NC=1C(=NC=C(C1)C1=CC(=CC=C1)Cl)C(=O)NCCOCCNCC(=O)N1CCN(CC1)C(C1=C(C=CC(=C1)CC1=NNC(C2=CC=CC=C12)=O)F)=O 3-amino-5-(3-chlorophenyl)-N-[2-[2-[[2-[4-[2-fluoro-5-[(4-oxo-3H-phthalazin-1-yl)methyl]benzoyl]piperazin-1-yl]-2-oxo-ethyl]amino]ethoxy]ethyl]pyridine-2-carboxamide